CC(C)(OB(OC(C)(C)C)OC(C)(C)C)C tris(1,1-dimethylethoxy)borane